1-(4-(((R)-1-(3-((R)-1,1-difluoro-2-hydroxypropyl)phenyl)ethyl)amino)-7-methoxypyrido[2,3-d]pyrimidin-6-yl)cyclopropane-1-carbonitrile FC([C@@H](C)O)(F)C=1C=C(C=CC1)[C@@H](C)NC=1C2=C(N=CN1)N=C(C(=C2)C2(CC2)C#N)OC